[C@H]12COC[C@H](CC1)N2C(C(F)(F)C=2C=C(C(=O)NC1=CC(=C(C=C1)F)C)C=CC2F)=O 3-(2-((1R,5S)-3-oxa-8-azabicyclo[3.2.1]octan-8-yl)-1,1-difluoro-2-oxoethyl)-4-fluoro-N-(4-fluoro-3-methylphenyl)benzamide